6-fluoro-9-oxo-2-(trifluoromethyl)-9H-indeno[2,1-d]pyrimidine-7-carbonitrile FC=1C(=CC=2C(C=3N=C(N=CC3C2C1)C(F)(F)F)=O)C#N